tert-butyl N-[(3S,4R)-3-fluoropiperidin-4-yl]carbamate CC(C)(C)OC(=O)N[C@@H]1CCNC[C@@H]1F